lead-calcium-aluminum [Al].[Ca].[Pb]